C1CCNN=CC1 2-diazepine